(R or S)-4-(2-(3-(2-ethoxy-1,1,1,3,3,3-hexafluoro-propan-2-yl)-1-(2-(6-methylpyridin-3-yl)propan-2-yl)pyrrolidin-3-yl)ethyl)benzonitrile C(C)OC(C(F)(F)F)(C(F)(F)F)[C@]1(CN(CC1)C(C)(C)C=1C=NC(=CC1)C)CCC1=CC=C(C#N)C=C1 |o1:12|